aniline methacrylate C(C(=C)C)(=O)O.NC1=CC=CC=C1